10,10-dimethyl-9-oxo-3-(pyridine-2-carbonyl)-3-azaspiro[5.5]undec-7-ene-8-carbonitrile CC1(C(C(=CC2(CCN(CC2)C(=O)C2=NC=CC=C2)C1)C#N)=O)C